(S)-3-amino-1-methyl-3-(prop-2-yn-1-yl)pyrrolidin-2-one N[C@@]1(C(N(CC1)C)=O)CC#C